CN(\C=C(/C(C)=O)\C=1C=CC=2N(C1)C=CN2)C (3Z)-4-(dimethylamino)-3-(imidazo[1,2-a]pyridin-6-yl)-3-buten-2-one